C(C1=CC=CC=C1)OC1=C(N(C=CC1=O)CC(=O)C1=C(C=CC=C1)OC)C 3-(benzyloxy)-1-(2-(2-methoxyphenyl)-2-oxoethyl)-2-methylpyridin-4(1H)-one